(S)-(2-methoxy-9-methyl-8-oxo-6,7,8,9-tetrahydro-5H-pyrido[2,3-b]azepin-7-yl)carbamic acid tert-butyl ester C(C)(C)(C)OC(N[C@H]1CCC2=C(N(C1=O)C)N=C(C=C2)OC)=O